CC(C(=O)OC(C(C)(C)C)=O)(C)C 2,2-dimethylpropionic acid anhydride